[Cl-].OCC[N+](C)(C)CCO bis-(2-hydroxyethyl)-dimethylammonium chloride